mono(2-ethylhexyl) 2-ethylphosphonate CCP(OCC(CCCC)CC)([O-])=O